ClC1=CC=C(C2=CC=CC=C12)C=1C=C(C=CC1)C1=CC=CC=2C3=CC=CC=C3NC12 (3-(4-chloronaphthalen-1-yl)phenyl)-9H-carbazole